FC=1C(=C2C(=NC1)NC(=C2)C2CCN(CC2)CCCC2(NCCC1=CC=CC=C21)C)C2=C(C=CC(=C2)F)OC (3-(4-(5-fluoro-4-(5-fluoro-2-methoxyphenyl)-1H-pyrrolo[2,3-b]pyridin-2-yl)piperidin-1-yl)propyl)-1-methyl-1,2,3,4-tetrahydroisoquinoline